(S)-N-(2-amino-1-(3-chloro-5-fluoro-phenyl)ethyl)-1-(2-((3,3-difluoro-cyclobutyl)amino)-5-methylpyrimidin-4-yl)-1H-imidazole-4-carboxamide NC[C@H](C1=CC(=CC(=C1)F)Cl)NC(=O)C=1N=CN(C1)C1=NC(=NC=C1C)NC1CC(C1)(F)F